(2S,5R)-5-(2-chlorophenyl)-1-(3-methoxybenzoyl)pyrrolidine-2-carboxylic acid methyl ester COC(=O)[C@H]1N([C@H](CC1)C1=C(C=CC=C1)Cl)C(C1=CC(=CC=C1)OC)=O